4-(4-amino-2,6-difluorophenoxy)-N-[(1-methyl-1H-imidazol-5-yl)methyl]-1-{[2-(trimethylsilyl)ethoxy]methyl}-1H-pyrrolo[2,3-b]pyridine-3-carboxamide NC1=CC(=C(OC2=C3C(=NC=C2)N(C=C3C(=O)NCC3=CN=CN3C)COCC[Si](C)(C)C)C(=C1)F)F